2-ethyl-2-propyldecanoat C(C)C(C(=O)[O-])(CCCCCCCC)CCC